IC1=C(C(=O)C=2C=C3C(=CNC3=CC2)C2CCN(CC2)CC)C=CC=C1 5-(2-iodobenzoyl)-3-(1-ethylpiperidin-4-yl)-1H-indole